COC(=O)C=1C=C2NCCN(C2=CC1)S(=O)(=O)C1=CC=C(C)C=C1 1-p-toluenesulfonyl-1,2,3,4-tetrahydroquinoxaline-6-carboxylic acid methyl ester